BrC=1C(=CC(=C(C1)C1=CC(=NC=C1C(=O)OC)C)OC)S(=O)C methyl 4-(5-bromo-2-methoxy-4-(methylsulfinyl)phenyl)-6-methylnicotinate